3,3'-Dithiobis(propane-1,2-diol) C(C(CSSCC(CO)O)O)O